N=1C=NN2C1C=C(C=C2)OC2=C(C=C(C=C2)NC=2C1=C(N=CN2)C=CC(=N1)C1C(CN(CC1)C(=O)OC(C)(C)C)C)C tert-butyl 4-(4-((4-([1,2,4]triazolo[1,5-a]pyridin-7-yloxy)-3-methylphenyl) amino) pyrido[3,2-d]pyrimidin-6-yl)-3-methylpiperidine-1-carboxylate